C(C)OC(C(C)(C)OC1=C(C=C(C=C1C)CN1CCN(CC1)C1=NC=C(C=C1)S(=O)(=O)C)C)=O 2-(2,6-dimethyl-4-((4-(5-(methylsulfonyl)pyridin-2-yl)piperazin-1-yl)methyl)phenoxy)-2-methylpropanoic acid ethyl ester